C1([C@@H](O)[C@@H](O)[C@@H]([C@H](O)CO)O1)=O D-mannono-1,4-lactone